(S)-2-(((2R,3R,4S,5R)-5-(6-amino-2-chloro-9H-purin-9-yl)-4-fluoro-3-hydroxytetrahydro-furan-2-yl)methoxy)-3-(4-(2-methoxypyridin-3-yl)phenyl)-2-(thiazol-4-yl)propanoic acid NC1=C2N=CN(C2=NC(=N1)Cl)[C@H]1[C@H]([C@@H]([C@H](O1)CO[C@@](C(=O)O)(CC1=CC=C(C=C1)C=1C(=NC=CC1)OC)C=1N=CSC1)O)F